BrC1=CC=C2C=3C(C4=C(C(C3NC2=C1)(C)C)C=C(C(=C4)C#N)CN4CCC(CC4)NC(OC(C)(C)C)=O)=O tert-butyl (1-(3-bromo-9-cyano-6,6-dimethyl-11-oxo-6,11-dihydro-5H-benzo[b]carbazol-8-yl) Methyl piperidin-4-yl)carbamate